ClC=1C=C(C=NC1C#N)N1C(NC(C1=O)(C)C)=S 3-(5-chloro-6-cyanopyridin-3-yl)-5,5-dimethyl-4-oxo-2-thioxoimidazolidin